(Z)-N-(3-(4-methoxyphenyl)-1-phenyl-2-(trimethylsilyl)allyl)-2,4,6-trimethylbenzenesulfonamide COC1=CC=C(C=C1)\C=C(\C(C1=CC=CC=C1)NS(=O)(=O)C1=C(C=C(C=C1C)C)C)/[Si](C)(C)C